(2-(2-cyclopentylphenyl)-4-(4-methoxybenzyl)piperazin-1-yl)-7-azaspiro[3.5]nonane C1(CCCC1)C1=C(C=CC=C1)C1N(CCN(C1)CC1=CC=C(C=C1)OC)C1CCC12CCNCC2